2-((1R,4R)-4-(chloromethyl)cyclohexyl)-1-cyclopropyl-4-(trifluoromethyl)-1H-imidazole ClCC1CCC(CC1)C=1N(C=C(N1)C(F)(F)F)C1CC1